ClC1=CC=C(C=C1)C1=CC=C(C=C1)CN1CCN(CC1)C(=O)C=1C=C2C(N(C(C2=CC1)=O)C1C(NC(CC1)=O)=O)=O 5-(4-((4'-chloro-[1,1'-biphenyl]-4-yl)methyl)piperazine-1-carbonyl)-2-(2,6-dioxopiperidine-3-yl)isoindoline-1,3-dione